4-(6-(Methoxymethyl)-5-(methylsulfonamido)pyridin-2-yl)-1-methyl-1H-1,2,3-triazole-5-carboxylic acid COCC1=C(C=CC(=N1)C=1N=NN(C1C(=O)O)C)NS(=O)(=O)C